NC(C=O)C 2-AMINO-1-PROPANAL